CC1=NOC(=C1C=1C=CC(=C(C1)N(C1=CC=C(C=C1)C1(CC1)C#N)CC1CCN(CC1)C=1C=C2C(N(CC2=CC1F)C1C(NC(CC1)=O)=O)=O)C)C 1-(4-((5-(3,5-dimethylisoxazol-4-yl)-2-methylphenyl)((1-(2-(2,6-dioxopiperidin-3-yl)-6-fluoro-3-oxoisoindolin-5-yl)piperidin-4-yl)methyl)amino)phenyl)cyclopropane-1-nitrile